BrC=1C=C2C=CC=NC2=C(C1)OCOC 6-bromo-8-(methoxymethoxy)quinoline